6-{2-(2,4-Difluorophenyl)-6-[(dimethylamino)methyl]pyrazolo[1,5-a]pyrimidin-3-yl}-2-(2-methylphenyl)-3(2H)-pyridazinone FC1=C(C=CC(=C1)F)C1=NN2C(N=CC(=C2)CN(C)C)=C1C=1C=CC(N(N1)C1=C(C=CC=C1)C)=O